C1(CC1)S(=O)(=O)N1N=CC(=C1)C1=NC=CC(=N1)C1(NC=C(C(=C1)NC1CCC(CC1)(F)F)C1=NN(C=C1)C(F)F)N 2-(2-(1-(Cyclopropylsulfonyl)-1H-pyrazol-4-yl)pyrimidin-4-yl)-N4-(4,4-difluorocyclohexyl)-5-(1-(difluoromethyl)-1H-pyrazol-3-yl)pyridine-2,4-diamine